Methyl 5-chloro-2-(2-chloro-4-(trifluoromethyl) phenyl)pyrimidine-4-carboxylate ClC=1C(=NC(=NC1)C1=C(C=C(C=C1)C(F)(F)F)Cl)C(=O)OC